(1-methylcyclopropyl)-2-(pyrimidin-4-yl)pyrido[3,4-d]pyrimidin-4-amine CC1(CC1)C1=CN=CC=2N=C(N=C(C21)N)C2=NC=NC=C2